C(C)(C)(C)OC(=O)N(C(OC(C)(C)C)=O)C1=C(C(=C(C=C1)F)C=C)F tert-butyl (tert-butoxycarbonyl)(2,4-difluoro-3-vinylphenyl)carbamate